NCC=1C=C(CN)C=C(C1)CN 3,5-di(aminomethyl)benzylamine